1,3-diethyl-tetramethyldisilazane C(C)[Si](N[Si](CC)(C)C)(C)C